Trans-pentanoic acid-2-hexenyl ester C(C=CCCC)OC(CCCC)=O